(2S)-2-amino-3-(4-nitrophenyl)propionic acid N[C@H](C(=O)O)CC1=CC=C(C=C1)[N+](=O)[O-]